fluoro-3-iodo-1,1'-biphenyl FC1=C(C=CC=C1I)C1=CC=CC=C1